2-(5-methyl-2-phenyloxazol-4-yl)acetic acid-2,2-d2 CC1=C(N=C(O1)C1=CC=CC=C1)C(C(=O)O)([2H])[2H]